C1(CC1)C1=CN=CC(=N1)C1=NC2=CC(=NC=C2C=C1)CN [2-(6-cyclopropylpyrazin-2-yl)-1,6-naphthyridin-7-yl]methanamine